2-(3-methylcyclopropyl)benzo[d]isothiazole CC1CC1N1SC2=C(C1)C=CC=C2